2-methyl-1,7-dioxo-6-(tetrahydro-2H-pyran-4-yl)-1,2,6,7-Tetrahydropyrido[3,4-d]pyridazin-4-yl 2,4,6-triisopropylbenzenesulfonate C(C)(C)C1=C(C(=CC(=C1)C(C)C)C(C)C)S(=O)(=O)OC1=NN(C(C=2C1=CN(C(C2)=O)C2CCOCC2)=O)C